BrC=1C=C(C=NC1)CNS(=O)(=O)C N-((5-bromopyridin-3-yl)methyl)methanesulfonamide